COC1=C(CN(C=2N=NC(=C(N2)N(C)CC=2N=C3N(C=C(C=C3N3C(N(C(C3)=O)C)=O)C3CC3)C2)Cl)CC2=C(C=C(C=C2)OC)OC)C=CC(=C1)OC 1-(2-(((3-(bis(2,4-dimethoxybenzyl)amino)-6-chloro-1,2,4-triazin-5-yl)(methyl)amino)methyl)-6-cyclopropylimidazo[1,2-a]pyridin-8-yl)-3-methylimidazolidine-2,4-dione